CC1(COC2=C1C(=CC=C2)OC=2N=CC(=NC2)N2C(NC=1C2=NC=CC1)=O)C 3-[5-[(3,3-dimethyl-2H-benzofuran-4-yl)oxy]pyrazin-2-yl]-1H-imidazo[4,5-b]pyridin-2-one